2,8-dimethyl-5,6-dihydroimidazo[1,2-a]pyrazin CC=1N=C2N(CCN=C2C)C1